methyl 4-((S)-1-((R)-4-((4'-carbamoyl-5-hydroxy-2'-methyl-[1,1'-biphenyl]-3-yl)methyl)morpholine-3-carboxamido)ethyl)benzoate C(N)(=O)C1=CC(=C(C=C1)C1=CC(=CC(=C1)O)CN1[C@H](COCC1)C(=O)N[C@@H](C)C1=CC=C(C(=O)OC)C=C1)C